(cyanomethyl)-3-ethoxy-2-methyl-3-oxo-propanoic acid C(#N)CC(C(=O)O)(C(=O)OCC)C